2-(1H-Indol-3-yl)-1-{9-[methyl(7H-pyrrolo[2,3-d]pyrimidin-4-yl)amino]-3-azaspiro[5.5]undec-3-yl}ethanon N1C=C(C2=CC=CC=C12)CC(=O)N1CCC2(CC1)CCC(CC2)N(C=2C1=C(N=CN2)NC=C1)C